ClC=1C=CC(=C2C=CN(C(C12)=O)C)OC1CC2(CN(C2)CCCC2=CC(NC=C2F)=O)C1 8-Chloro-5-((2-(3-(5-fluoro-2-oxo-1,2-dihydropyridin-4-yl)propyl)-2-azaspiro[3.3]heptan-6-yl)oxy)-2-methylisoquinolin-1(2H)-one